C(C(C)C)N1C(N(SC1=O)CCN1CCNCC1)=O 4-Isobutyl-2-(2-(piperazin-1-yl)ethyl)-1,2,4-thiadiazolidine-3,5-dione